(3R)-7-((S)-4-acryloyl-2-methylpiperazin-1-yl)-9-chloro-3-((1-(2,2-difluoro-ethyl)piperidin-4-yl)methyl)-10-(2,4-difluorophenyl)-2H-[1,4]thiazino[2,3,4-ij]quinazolin-5(3H)-one C(C=C)(=O)N1C[C@@H](N(CC1)C1=NC(N2C3=C(C(=C(C=C13)Cl)C1=C(C=C(C=C1)F)F)SC[C@H]2CC2CCN(CC2)CC(F)F)=O)C